N1(CCOCC1)CCCCN1C(C(=NC=C1)C1=CC=CC=C1)=O 1-[4-(morpholin-4-yl)butyl]-3-phenyl-1,2-dihydropyrazin-2-one